tert-Butyl 1-(2,2-dimethyl-4,6-dioxo-1,3-dioxan-5-yl)-3-(4-fluoro-3-nitrophenyl)-1-oxopropan-2-ylcarbamate CC1(OC(C(C(O1)=O)C(C(CC1=CC(=C(C=C1)F)[N+](=O)[O-])NC(OC(C)(C)C)=O)=O)=O)C